ClC1=CC=C(C=N1)NC1=NC=CC2=CC(=CC=C12)OCC1(CC1)C#N 1-(((1-((6-chloropyridin-3-yl)amino)isoquinolin-6-yl)oxy)methyl)cyclopropane-1-carbonitrile